C(=C)NC(=O)OCC Vinyl-Urethan